C(C)(=O)OC=1C(=C2CCC(OC2=C(C1C)C)(CCCC(CCCC(CCCC(C)C)C)C)C)C 2,5,7,8-tetramethyl-2-(4,8,12-trimethyltridecyl)-3,4-dihydrochromen-6-yl acetate